COC1=C(CN2CC(=C(C=C2N2N=C(C=C2)C=2C=C(C=CC2)C)N2CCOCC2)[N+](=O)[O-])C=CC(=C1)OC N-(2,4-dimethoxybenzyl)-4-morpholino-3-nitro-6-(3-(m-tolyl)-1H-pyrazol-1-yl)pyridin